FC1=CC=C(C=N1)C(C(=O)N)=C 2-(6-fluoropyridin-3-yl)acrylamide